FC1=C(N=CC2=C1N=C(N=C2N([C@H]2CNCC2)C)OC[C@]21CCCN1C[C@@H](C2)F)C2=CC(=CC1=CC=CC=C21)O 4-(8-fluoro-2-(((2R,7aS)-2-fluorohexahydro-1H-pyrrolizin-7a-yl)methoxy)-4-(methyl((R)-pyrrolidin-3-yl)amino)pyrido[4,3-d]pyrimidin-7-yl)naphthalen-2-ol